C1(CC1)N1N=C2N(C(N(CC2=C1)C1CCN(CC1)C1=C(C=CC=C1C)F)=O)CC1=C(C=CC=C1)C(F)(F)F 2-Cyclopropyl-5-[1-(2-fluoro-6-methyl-phenyl)-piperidin-4-yl]-7-(2-trifluoromethyl-benzyl)-2,4,5,7-tetrahydro-pyrazolo[3,4-d]pyrimidin-6-on